3-(3-Fluoro-2-methylanilino)-2-(3-{[4-methylmorpholin-2-yl]methoxy}pyridin-4-yl)-1,5,6,7-tetrahydro-4H-pyrrolo[3,2-c]pyridin-4-one FC=1C(=C(NC2=C(NC3=C2C(NCC3)=O)C3=C(C=NC=C3)OCC3CN(CCO3)C)C=CC1)C